CC1(CS(C1)(=O)=O)C=1C(=NN2C1C=CC=C2)C(=O)N (3-methyl-1,1-dioxidothietan-3-yl)pyrazolo[1,5-a]pyridine-2-carboxamide